IC1=CC=C(CCC2=NC=3N(C(N(C(C3N2)=O)CC#C)=O)CCCCP(OCC)(OCC)=O)C=C1 Diethyl (4-(8-(4-iodophenethyl)-2,6-dioxo-1-(prop-2-yn-1-yl)-1,2,6,7-tetrahydro-3H-purin-3-yl)butyl)phosphonate